4-chloro-1H-pyrrolo[2,3-b]pyridine-6-carboxylic acid methyl ester COC(=O)C1=CC(=C2C(=N1)NC=C2)Cl